OP(O)OP(O)O.C(C)(C)(C)C1=C(C(=CC(=C1)C)C(C)(C)C)C(O)(C(CO)(CO)CO)C1=C(C=C(C=C1C(C)(C)C)C)C(C)(C)C bis(2,6-di-T-butyl-4-methylphenyl)pentaerythritol diphosphite